C1(CC1)CNC(=S)C1=CC2=C(C=N1)CN(C2)C2=NOC(C2)(C(F)(F)F)C2=CC(=C(C(=C2)Cl)F)Cl N-(cyclopropylmethyl)-2-(5-(3,5-dichloro-4-fluorophenyl)-5-(trifluoromethyl)-4,5-dihydroisoxazol-3-yl)-2,3-dihydro-1H-pyrrolo[3,4-c]pyridine-6-carbothioamide